C(C)N1CCNCC1.C(C)N1CCNCC1.[Sn] tin di(N-ethylpiperazine)